bis[[(α,α-dimethyl-3,5-dimethoxybenzyl)oxy]carbonyl]piperazine 3-{benzyl[(2S)-3-(benzyloxy)-2-hydroxypropyl]amino}propyl-methanesulfonate C(C1=CC=CC=C1)N(CCCCS(=O)(=O)O)C[C@@H](COCC1=CC=CC=C1)O.CC(C1=CC(=CC(=C1)OC)OC)(C)OC(=O)N1CCN(CC1)C(=O)OC(C1=CC(=CC(=C1)OC)OC)(C)C